C(C)(C)N1N=CC(=C1)C=1C=C(C=CC1)N(C(=O)[C@@H]1CC[C@H](CC1)NC(OC1CCOCC1)=O)C[C@@H]1CC[C@H](CC1)C1=CC(=C(C=C1)OC)C Tetrahydro-2H-pyran-4-yl (trans-4-((3-(1-isopropyl-1H-pyrazol-4-yl)phenyl)((trans-4-(4-methoxy-3-methylphenyl)cyclohexyl)meth-yl)carbamoyl)cyclohexyl)carbamate